BrC=1C=C2C(=C(C(N(C2=CC1O)C)=O)C(=O)N)N1CCC(CC1)C=1OC(=NN1)C1=C(C=CC=C1)C 6-Bromo-7-hydroxy-1-methyl-4-{4-[5-(2-methylphenyl)-1,3,4-oxadiazol-2-yl]piperidin-1-yl}-2-oxo-1,2-dihydroquinoline-3-carboxamide